C1CC12OCC(C2)C=2C=NC(=NC2)C2=NN=C(O2)CC(C(=O)NC2=CC=C(C=C2)F)C2=C(C=C(C=C2)C(F)(F)F)C(F)(F)F ((5-(5-(4-oxaspiro[2.4]hept-6-yl)pyrimidin-2-yl)-1,3,4-oxadiazol-2-yl)methyl)-2-(2,4-bis(trifluoromethyl)phenyl)-N-(4-fluorophenyl)acetamide